ethyl (2R,3R)-3-(2-(3-(2-(((R)-1-(2-(1-methyl-1H-pyrazol-4-yl)quinolin-4-yl)ethyl)carbamoyl)phenyl) propanoyl)hydrazine-1-carbonyl)oxirane-2-carboxylate CN1N=CC(=C1)C1=NC2=CC=CC=C2C(=C1)[C@@H](C)NC(=O)C1=C(C=CC=C1)CCC(=O)NNC(=O)[C@H]1[C@@H](O1)C(=O)OCC